N-methyl-dicyclohexyl-amine CN(C1CCCCC1)C1CCCCC1